4-((4-(4-(2,4-dihydroxy-5-isopropylphenylsulfanylamino)benzyl)piperazin-1-yl)methyl)piperidine-1-carboxylic acid tert-butyl ester C(C)(C)(C)OC(=O)N1CCC(CC1)CN1CCN(CC1)CC1=CC=C(C=C1)NSC1=C(C=C(C(=C1)C(C)C)O)O